NC1=C(C2=C(COCC2)S1)C(=O)NC1=CC=C(C=C1)Cl 2-amino-N-(4-chlorophenyl)-5,7-dihydro-4H-thieno[2,3-c]Pyran-3-carboxamide